2-((5,6-difluoroisoindolin-2-yl)methyl)-5-hydroxy-4H-pyran-4-one FC=1C=C2CN(CC2=CC1F)CC=1OC=C(C(C1)=O)O